(6S)-1-formyl-4-hydroxy-2,6-dimethyl-3,6-dihydro-2H-pyridine-5-carbonitrile C(=O)N1C(CC(=C([C@@H]1C)C#N)O)C